(Z)-methyl 3-(((4-(methyl(2-(4-methylpiperazin-1-yl)ethyl)amino)phenyl)amino)(phenyl)methylene)-2-oxo-2,3-dihydro-1H-pyrrolo[2,3-b]pyridine-6-carboxylate CN(C1=CC=C(C=C1)N\C(=C\1/C(NC2=NC(=CC=C21)C(=O)OC)=O)\C2=CC=CC=C2)CCN2CCN(CC2)C